ClC=1C=C(C=CC1)C(CN(C)CC)N1C(C=C(C=C1)C1=CN(C2=NC=C(C=C21)N2CCOCC2)S(=O)(=O)C2=CC=C(C)C=C2)=O 1-(1-(3-chlorophenyl)-2-(ethyl(methyl)amino)ethyl)-4-(5-morpholino-1-tosyl-1H-pyrrolo[2,3-b]pyridin-3-yl)pyridin-2(1H)-one